C1(CC1)C(=O)NC1=CC(=C(N=N1)C(=O)NOC)NC1=C(C(=CC=C1)C1=NN(C=N1)C)OC 6-(Cyclopropanecarboxamido)-N-methoxy-4-((2-methoxy-3-(1-methyl-1H-1,2,4-triazol-3-yl)phenyl)amino)pyridazine-3-carboxamide